azetidin-1-yl(4-(4-(hydroxymethyl)pyrimidin-2-yl)phenyl)methanone N1(CCC1)C(=O)C1=CC=C(C=C1)C1=NC=CC(=N1)CO